CC1=C(C(=O)P(CC(CC(C)(C)C)C)(C(C2=C(C(=CC=C2C)C)C)=O)=O)C(=CC=C1C)C Bis(2,3,6-trimethylbenzoyl)-2,4,4-trimethylpentylphosphine oxide